ClC=1C=C(C=CC1)C1(CC1)C(=O)N(C)[C@@]1(C=C(C(C(C1)(C)C)=O)C#N)C 1-(3-chlorophenyl)-N-[(1S)-3-cyano-1,5,5-trimethyl-4-oxocyclohex-2-en-1-yl]-N-methylcyclopropane-1-carboxamide